CC1CCN(CC1)C(=O)C=1C=C(C=CC1)C1=CC=C(C=C1)C(=O)N 3'-(4-methylpiperidin-1-carbonyl)-[1,1'-biphenyl]-4-carboxamide